FC1CC(NC1)C(=O)NC1C(N(CCC1)C1=C(C=CC(=C1)C)F)=O 4-fluoro-N-(1-(2-fluoro-5-methylphenyl)-2-oxopiperidin-3-yl)pyrrolidine-2-carboxamide